ethyl 6-bromo-3-methylbenzo[b]thiophene-2-carboxylate BrC=1C=CC2=C(SC(=C2C)C(=O)OCC)C1